FC(C=1C=CC=2N(N1)C(=CN2)C2=CC(=NC=N2)N2CC(CC2)CNS(=O)(=O)C)F N-((1-(6-(6-(Difluoromethyl)imidazo[1,2-b]pyridazin-3-yl)pyrimidin-4-yl)pyrrolidin-3-yl)methyl)methanesulfonamide